FC=1C=C(C=CC1C1COC1)C(C)=O 1-(3-fluoro-4-(oxetan-3-yl)phenyl)ethan-1-one